(((((9H-fluoren-9-yl)methoxy)carbonyl)amino)-2-phenylacetylamino)-2-fluorobenzoic acid tert-butyl ester C(C)(C)(C)OC(C1=C(C(=CC=C1)N(C(CC1=CC=CC=C1)=O)NC(=O)OCC1C2=CC=CC=C2C=2C=CC=CC12)F)=O